CC(CC1=CC=CC=C1)NCCCC2=CC=CC=C2 N-(3-Phenyl-n-propyl)-1-phenyl-2-aminopropane